C(C)(C)C1=C(C(=CC=C1)C(C)C)N=C=N 2,6-diisopropylphenyl-carbodiimide